tert-butyl (2S,4R)-4-hydroxy-2-((2-methyl-4-(4-methylthiazol-5-yl)benzyl)carbamoyl)pyrrolidine-1-carboxylate O[C@@H]1C[C@H](N(C1)C(=O)OC(C)(C)C)C(NCC1=C(C=C(C=C1)C1=C(N=CS1)C)C)=O